COC1=CC=C2C3C(CN(C2=C1)S(=O)(=O)C1=CC=C(C=C1)C)(CC1=CC(=C(C=C13)OC)OC)O 3,9,10-trimethoxy-5-(p-tolylsulfonyl)-7,11b-dihydro-6H-indeno[2,1-c]quinolin-6a-ol